trifluorosulfenyl-morpholine FSC1(N(CCOC1)SF)SF